tert-butyl N-(1r,4r)-[4-[[4-[3-(2-fluoro-4-nitrophenoxy)-2-pyridyl]pyrimidin-2-yl]amino]cyclohexyl]carbamate FC1=C(OC=2C(=NC=CC2)C2=NC(=NC=C2)NC2CCC(CC2)NC(OC(C)(C)C)=O)C=CC(=C1)[N+](=O)[O-]